4-Chloro-2-(((2-methoxyethyl)thio)methyl)pyridine tris(nonyl-phenyl)phosphite C(CCCCCCCC)C1=C(C=CC=C1)OP(OC1=C(C=CC=C1)CCCCCCCCC)OC1=C(C=CC=C1)CCCCCCCCC.ClC1=CC(=NC=C1)CSCCOC